BrC1=CC2=C(N=C(N=C2)S(=O)(=O)C)N(C1=O)C(C)C 6-bromo-8-isopropyl-2-(methylsulfonyl)pyrido[2,3-d]pyrimidin-7(8H)-one